2-[1-[6-Methyl-4-oxo-2-[(3R)-3-(trifluoromethyl)pyrrolidin-1-yl]chromen-8-yl]ethylamino]benzoic acid CC=1C=C2C(C=C(OC2=C(C1)C(C)NC1=C(C(=O)O)C=CC=C1)N1C[C@@H](CC1)C(F)(F)F)=O